FC1(CN(CCO1)C(=O)C1=CC2=C(C(N(CCO2)C[C@@H](CN2CC3=CC=CC=C3CC2)O)=O)C=C1)F 8-(2,2-difluoromorpholine-4-carbonyl)-4-[(2R)-3-(3,4-dihydro-1H-isoquinolin-2-yl)-2-hydroxy-propyl]-2,3-dihydro-1,4-benzoxazepin-5-one